O1CCC(CC1)COC1=CC=C(C=C1)C1OCCC(C1)C(=O)O [4-(tetrahydropyran-4-ylmethoxy)phenyl]tetrahydropyran-4-carboxylic acid